2-cyclopropyl-N-(1-(3,3-difluorocyclobutyl)-3-(methylsulfonyl)allyl)-4-phenoxypyrimidine-5-carboxamide C1(CC1)C1=NC=C(C(=N1)OC1=CC=CC=C1)C(=O)NC(C=CS(=O)(=O)C)C1CC(C1)(F)F